ClC1=CC=C(C(=O)[O-])C=C1Cl 4,5-dichlorobenzoate